C12OOC(CC1)CC2 2,3-dioxabicyclo[2.2.2]Octane